C(=O)O.ClC1=C(C=CC(=C1)NC=1C=2N(C=CN1)C(=CN2)C=2C(=NN(C2)CC2=NNC(=C2)C)C(F)(F)F)C(=O)N2CCNCC2 [2-chloro-4-[[3-[1-[(5-methyl-1H-pyrazol-3-yl)methyl]-3-(trifluoromethyl)pyrazol-4-yl]imidazo[1,2-a]pyrazin-8-yl]amino]phenyl]-piperazin-1-ylmethanone formate